4-Nitro-1-(prop-2-yn-1-yl)-1H-pyrazole-3-carboxamide [N+](=O)([O-])C=1C(=NN(C1)CC#C)C(=O)N